C(C)(C)(C)OC(=O)C1CCN(CC1)CC([Na])=O 1-[2-oxo-2-(sodio)ethyl]piperidine-4-carboxylic acid tert-butyl ester